7-Amino-6-(3-hydroxy-2,6-dimethylphenyl)-4-methylfuro[2,3-d]pyrrolo[2,3-b]pyridine-8-carboxamide NC1=C(C=2C(=NC(=C3C2OC=C3)C)N1C1=C(C(=CC=C1C)O)C)C(=O)N